para-propenyl-anisole C(=CC)C1=CC=C(C=C1)OC